3-Chloro-N-(2-methylquinolin-8-yl)benzo[b]thiophene-2-carboxamide ClC=1C2=C(SC1C(=O)NC=1C=CC=C3C=CC(=NC13)C)C=CC=C2